OCC[C@@H]1CN(CCN1)C(=O)OC(C)(C)C |r| tert-butyl (±)-3-(2-hydroxyethyl)piperazine-1-carboxylate